4-(2,4-difluorophenyl)-7-(1-methyl-1H-imidazol-2-yl)-2-(2-(2-propenoyl)-2,6-diazaspiro[3.4]octan-6-yl)-3-quinolinecarbonitrile FC1=C(C=CC(=C1)F)C1=C(C(=NC2=CC(=CC=C12)C=1N(C=CN1)C)N1CC2(CN(C2)C(C=C)=O)CC1)C#N